4-(4-chloro-2-(1-methyl-1H-pyrazol-4-yl)phenyl)-4-hydroxy-3-methyl-2-methylenebutanoic acid ClC1=CC(=C(C=C1)C(C(C(C(=O)O)=C)C)O)C=1C=NN(C1)C